C(C)(C)(C)OC(C(C#N)C1=CC=C(N=N1)C(C(=O)OC)(C)C)=O methyl 2-(6-(2-(tert-butoxy)-1-cyano-2-oxoethyl)pyridazin-3-yl)-2-methylpropanoate